SCCCOCC(CO)(COCCCS)COCCCS 3-(3-mercapto-propoxy)-2,2-bis-(3-mercapto-propoxymethyl)-propan-1-ol